3'-methyl-3-(oxetan-2-yl)-4-pentyl-[1,1'-biphenyl]-2,6-diol CC=1C=C(C=CC1)C=1C(=C(C(=CC1O)CCCCC)C1OCC1)O